1-[4-(ethoxycarbonyl)-3-fluoroanilino]cyclobutane C(C)OC(=O)C1=C(C=C(NC2CCC2)C=C1)F